FC12CC(C1)(C2)S(=O)(=O)F 3-fluorobicyclo[1.1.1]pentane-1-sulfonyl fluoride